FC=1C=C(C=CC1C=1N=C2SC3=C(N2C1C)C=CC(=C3)C(NCCCN3CCC(CC3)F)=O)[C@H]3N(CCC3)C(=O)OC(C)(C)C tert-butyl (S)-2-(3-fluoro-4-(7-((3-(4-fluoropiperidin-1-yl)propyl)carbamoyl)-3-methylbenzo[d]imidazo[2,1-b]thiazol-2-yl)phenyl)pyrrolidine-1-carboxylate